ClC1=CC=C2C(=N1)N=C(O2)N2CCN(CC2)C(=O)C=2C=NC(=C(C2)F)F (4-(5-chlorooxazolo[4,5-b]pyridin-2-yl)piperazin-1-yl)(5,6-difluoropyridin-3-yl)methanone